C1(CCCCCC1)NC(C(CC1CCN(CC1)C)N(C(CCCCCCCCCCCCCC)=O)C(CCCCCCC)CCCCCCC)=O N-(1-(cycloheptylamino)-3-(1-methylpiperidin-4-yl)-1-oxopropan-2-yl)-N-(pentadecan-8-yl)pentadecanamide